6-(pyridin-2-yl)quinolin N1=C(C=CC=C1)C=1C=C2C=CC=NC2=CC1